COC(=O)C1=CC2=C(N=CS2)C(=C1)O[C@@H](CC)CC=O 4-[(3S)-oxopent-3-yloxy]-1,3-benzothiazole-6-carboxylic acid methyl ester